(R)-7-((1-acryloyl-3-(2,3-dichloro-6-fluorophenyl)pyrrolidin-3-yl)amino)-1-methylquinoxalin-2(1H)-one C(C=C)(=O)N1C[C@@](CC1)(C1=C(C(=CC=C1F)Cl)Cl)NC1=CC=C2N=CC(N(C2=C1)C)=O